bis(4-cyanatophenyl)hexafluoropropane O(C#N)C1=CC=C(C=C1)C(C(F)(F)F)(C(F)(F)F)C1=CC=C(C=C1)OC#N